C(=O)(O)C[C@H](C[N+](C)(C)C)O (R)-(3-carboxyl-2-hydroxypropyl)-trimethylammonium